ICCCCCCCCCCCCCI 1,13-diiodotridecane